9-[(1S)-1-cyclohexylethyl]-3-methyl-1,5,9-triazacyclododecan C1(CCCCC1)[C@H](C)N1CCCNCC(CNCCC1)C